ClC1=C(C=C(C=C1)Cl)[C@@H](C)N1C(=NC2=C1C=C(C(=C2)F)F)N2C[C@H]([C@@H](CC2)F)N (3R,4R)-1-(1-((1R)-1-(2,5-dichlorophenyl)ethyl)-5,6-difluoro-1H-benzimidazol-2-yl)-4-fluoro-3-piperidinamine